BrC=1C=CC2=C(N(C(N2)=O)C(C(=O)OC(C)(C)C)CCC(=O)OC(C)(C)C)C1 1,5-Di-tert-butyl 2-(6-bromo-2-oxo-3H-1,3-benzodiazol-1-yl)pentanedioate